FC=1C=2N(C=C(C1)C1=CNC=3N=C(N=C(C31)OC)NC3CC(C3)(C)N3C(CCC3)=O)C=CN2 1-((1s,3s)-3-((5-(8-fluoroimidazo[1,2-a]pyridin-6-yl)-4-methoxy-7H-pyrrolo[2,3-d]pyrimidin-2-yl)amino)-1-methylcyclobutyl)pyrrolidin-2-one